C1(CCCCCCCCCCCCC1)C(=O)OCCCCCC(CCCCCOC(=O)C1CCCCCCCCCCCCC1)NCCCCO[Si](C1=CC=CC=C1)(C1=CC=CC=C1)C(C)(C)C 6-((4-((tert-Butyldiphenylsilyl)oxy)butyl)amino)undecane-1,11-diyl dicyclotetradecanecarboxylate